1-(1-(6'-chloro-[3,3'-bipyridin]-2-yl)piperidin-4-yl)-1H-1,2,3-triazol-4-amine ClC1=CC=C(C=N1)C=1C(=NC=CC1)N1CCC(CC1)N1N=NC(=C1)N